(2,4-dichlorophenyl)boric acid ClC1=C(C=CC(=C1)Cl)OB(O)O